(1R,3R)-cyclohexane-1,3-dicarboxylic acid [C@@H]1(C[C@@H](CCC1)C(=O)O)C(=O)O